tert-Butyl (1-((4-fluorophenyl)sulfonyl)piperidin-4-yl)carbamate FC1=CC=C(C=C1)S(=O)(=O)N1CCC(CC1)NC(OC(C)(C)C)=O